5'-Bromospiro[cyclobutane-1,3'-indoline]-2'-one BrC=1C=C2C3(C(NC2=CC1)=O)CCC3